2-(2-((5-(3-(aminomethyl)phenyl)benzofuran-3-yl)methoxy)-4-(trifluoromethyl)phenyl)acetic acid NCC=1C=C(C=CC1)C=1C=CC2=C(C(=CO2)COC2=C(C=CC(=C2)C(F)(F)F)CC(=O)O)C1